O=C1NC(CCC1N1C(C2=CC=CC(=C2C1=O)C#CCCCCN1CCN(CC1)C1=NC=C(C(=O)N2CCC(CC2)CCCCNC(\C=C\C=2C=NC=CC2)=O)C=C1)=O)=O (E)-N-(4-(1-(6-(4-(6-(2-(2,6-dioxopiperidin-3-yl)-1,3-dioxoisoindolin-4-yl)hex-5-yn-1-yl)piperazin-1-yl)nicotinoyl)piperidin-4-yl)butyl)-3-(pyridin-3-yl)acrylamide